4-chloro-5-(4-phenoxyphenyl)-7-(1,4-dioxaspiro[4.5]dec-8-yl)-7H-pyrrolo[2,3-d]pyrimidine ClC=1C2=C(N=CN1)N(C=C2C2=CC=C(C=C2)OC2=CC=CC=C2)C2CCC1(OCCO1)CC2